C1(=CC=CC=C1)S(=O)(=O)CCN(CC[C@@H](C(=O)O)NC(N(CC)CC)=O)CCCCC1=NC=2NCCCC2C=C1 (2S)-4-[2-(benzenesulfonyl)ethyl-[4-(5,6,7,8-tetrahydro-1,8-naphthyridin-2-yl)butyl]amino]-2-(diethylcarbamoylamino)butanoic acid